3-[[ethyl[1-[1-(2-pyrimidinyl)-1H-1,2,4-triazol-5-yl]ethyl]amino]carbonyl]-5-(trifluoromethyl)phenyl 1,1,1-trifluoromethanesulfonate FC(S(=O)(=O)OC1=CC(=CC(=C1)C(F)(F)F)C(=O)N(C(C)C1=NC=NN1C1=NC=CC=N1)CC)(F)F